(R)-3-((4-nitro-1H-pyrazol-1-yl)(phenyl)methyl)azetidine-1-carboxylic acid tert-butyl ester C(C)(C)(C)OC(=O)N1CC(C1)[C@H](C1=CC=CC=C1)N1N=CC(=C1)[N+](=O)[O-]